C(CCCCCCCCCCC)OC(C=C)=O acrylic dodecyl ester